ClC=1C=CC2=C(N=C(O2)C2CC3(CC(C3)NC(=O)C3=CC(=NC=C3)C(=O)N(C)C)C2)C1 N4-[6-(5-chloro-1,3-benzoxazol-2-yl)spiro[3.3]heptan-2-yl]-N2,N2-dimethyl-pyridine-2,4-dicarboxamide